C(C)(C)N(C(C)C)CCC1=CNC2=CC=C(C=C12)OC N-isopropyl-N-(2-(5-methoxy-1H-indol-3-yl)ethyl)propan-2-amine